S-trityl-L-cysteine methyl ester hydrochloride Cl.COC([C@@H](N)CSC(C1=CC=CC=C1)(C1=CC=CC=C1)C1=CC=CC=C1)=O